(S)-2-(4-cyclopropyl-6-methoxypyrimidin-5-yl)-4-(1-(4-(1-isopropyl-4-(trifluoromethyl)-1H-imidazol-2-yl)phenyl)ethyl)-6,7-dihydro-[1,2,4]triazolo[1,5-a]pyrimidin-5(4H)-one C1(CC1)C1=NC=NC(=C1C1=NN2C(N(C(CC2)=O)[C@@H](C)C2=CC=C(C=C2)C=2N(C=C(N2)C(F)(F)F)C(C)C)=N1)OC